C1(CC1)S(=O)(=O)N1N=CC(=C1)C1=NC=CC(=N1)NC1=NC=C(C(=O)NCCCS(=O)(=O)C)C(=C1)NC(C)C 6-((2-(1-(cyclopropylsulfonyl)-1H-pyrazol-4-yl)pyrimidin-4-yl)amino)-4-(isopropylamino)-N-(3-(methylsulfonyl)propyl)nicotinamide